BrC=1C=C2C(=NC1)C=NN2CC=2C=NC=C(C#N)C2 5-((6-bromo-1H-pyrazolo[4,3-b]pyridin-1-yl)methyl)nicotinonitrile